1-acryloyl-tetrahydropyrrole C(C=C)(=O)N1CCCC1